methyl glycidyl sulfoxide C(C1CO1)S(=O)C